2-methoxy-5-(3-methyltetrahydro-2H-pyran-3-yl)benzenesulfonamide COC1=C(C=C(C=C1)C1(COCCC1)C)S(=O)(=O)N